tert-Butyl (2-(3-chloro-6-((3,4-dichlorophenyl)amino)-9H-pyrido[2,3-b]indol-9-yl)ethyl)carbamate ClC1=CC2=C(N(C3=CC=C(C=C23)NC2=CC(=C(C=C2)Cl)Cl)CCNC(OC(C)(C)C)=O)N=C1